3-(3-(trichloromethyl)phenyl)-1,5-dimethyl-pyrazol-4-ol ClC(C=1C=C(C=CC1)C1=NN(C(=C1O)C)C)(Cl)Cl